di-n-butyl-diacetoxytin C(CCC)[Sn](OC(C)=O)(OC(C)=O)CCCC